(1R,2S,3R,5R)-3-(5-bromo-2,4-dichloro-7H-pyrrolo[2,3-d]pyrimidin-7-yl)-5-(piperidin-4-yl)cyclopentane-1,2-diol BrC1=CN(C=2N=C(N=C(C21)Cl)Cl)[C@H]2[C@@H]([C@@H]([C@H](C2)C2CCNCC2)O)O